BrC1=C2CCC(=C1)C2 2-bromonorbornadiene